2-ethylbutyl ((S)-(((2R,3S,4R,5R)-5-(4-aminopyrrolo[2,1-f][1,2,4]triazin-7-yl)-5-cyano-3,4-dihydroxytetrahydrofuran-2-yl)methoxy)(4-nitrophenoxy)phosphoryl)-L-alaninate NC1=NC=NN2C1=CC=C2[C@]2([C@@H]([C@@H]([C@H](O2)CO[P@](=O)(OC2=CC=C(C=C2)[N+](=O)[O-])N[C@@H](C)C(=O)OCC(CC)CC)O)O)C#N